C(C)(C)(CC)CC(O)(OC1=CC=CC=C1)C(C)(C)CC di-t-amyl-phenoxyethanol